N-(cis-1-(cyclobutylcarbonyl)-2-((2-(4-fluorophenyl)-1,3-thiazol-4-yl)methyl)pyrrolidin-3-yl)methanesulfonamide C1(CCC1)C(=O)N1[C@H]([C@H](CC1)NS(=O)(=O)C)CC=1N=C(SC1)C1=CC=C(C=C1)F